Tert-Butyl (S)-3-((6-chloro-3-fluoro-4-(morpholinomethyl)pyridin-2-yl)amino)piperidine-1-carboxylate ClC1=CC(=C(C(=N1)N[C@@H]1CN(CCC1)C(=O)OC(C)(C)C)F)CN1CCOCC1